2,3-dihydro-pyrrolo[2,3-b]pyridine-1-carboxylic acid tert-butyl ester C(C)(C)(C)OC(=O)N1CCC=2C1=NC=CC2